SC(C)C1=C(C=C(C=C1)O)O 4-(1-mercaptoethyl)benzene-1,3-diol